N-cyclopropyl-4-(3,4-dimethoxyphenyl)-2-(methylthio)pyrimidine-5-carboxamide C1(CC1)NC(=O)C=1C(=NC(=NC1)SC)C1=CC(=C(C=C1)OC)OC